C(C)(=O)N1CCN(CC1)C1=CC=2OCC3N(C2N=C1)CCNC3 3-(4-acetylpiperazin-1-yl)-6a,7,9,10-tetrahydropyrazino[1,2-d]pyrido[3,2-b][1,4]oxazin